Racemic-(RS)-2,2-difluoro-7-((5-methoxy-7-methyl-1H-indol-4-yl)methyl)-6-(1-(2-methoxyethyl)-1H-pyrazol-4-yl)-7-azaspiro[3.5]nonane FC1(CC2(C1)C[C@@H](N(CC2)CC2=C1C=CNC1=C(C=C2OC)C)C=2C=NN(C2)CCOC)F |r|